isobutyl-2-methoxypyrazine C(C(C)C)C=1C(=NC=CN1)OC